C(C)(C)(C)OC(=O)N1C(CCC1)OC1=CC(=C2C(=N1)C(=CS2)C(NC)=O)C(F)(F)F ((3-(methylcarbamoyl)-7-(trifluoromethyl)thieno[3,2-b]pyridin-5-yl)oxy)pyrrolidine-1-carboxylic acid tert-butyl ester